NC1=C(C=NN1S(=O)(=O)C1=CC=C(C)C=C1)C1=CC=C2C(N(C=NC2=C1)C(C)C=1C=C(C(=O)NC)C=CC1)=O 3-(1-(7-(5-amino-1-tosyl-1H-pyrazol-4-yl)-4-oxoquinazolin-3(4H)-yl)ethyl)-N-methylbenzamide